(3R)-1-(6-{[4-Methyl-6-((3S)-pyrrolidin-3-yloxy)pyridin-2-yl]amino}-[1,3]thiazolo[5,4-c]pyridin-2-yl)piperidin-3-ol CC1=CC(=NC(=C1)O[C@@H]1CNCC1)NC1=CC2=C(C=N1)SC(=N2)N2C[C@@H](CCC2)O